BrCCCCCCO[Si](C)(C)C(C)(C)C 1-Bromo-6-(tert-butyldimethylsilyloxy)-hexane